C(C)(C)(C)OC(=O)N1C[C@H](CC1)NC1=CC=CC2=C1SC=C2.C(C)NC(C2=C(C=CC(=C2)F)SC2=CC=C1C(=NN(C1=C2)C2OCCCC2)I)=O N-ethyl-5-fluoro-2-(3-iodo-1-tetrahydropyran-2-yl-indazol-6-yl)sulfanylbenzamide tert-butyl-(S)-3-(benzo[b]thiophen-7-ylamino)pyrrolidine-1-carboxylate